C12(CCC(CC1)(CC2)C(=O)[O-])C(=O)[O-] bicyclo[2.2.2]octane-1,4-dicarboxylate